(3-cyano-4-isobutoxyphenyl)-5-methyl-2-thiazolecarboxylic acid C(#N)C=1C=C(C=CC1OCC(C)C)C=1N=C(SC1C)C(=O)O